α-hexyl-γ-butyrolactone C(CCCCC)C1C(=O)OCC1